3-(4-(ethylsulfonamido)-3-((4-fluorobenzyl)oxy)phenyl)-5-((6-(trifluoromethyl)pyridin-2-yl)amino)-1H-pyrazole-4-carboxamide C(C)S(=O)(=O)NC1=C(C=C(C=C1)C1=NNC(=C1C(=O)N)NC1=NC(=CC=C1)C(F)(F)F)OCC1=CC=C(C=C1)F